NC=1N=NC(=CC1N1C[C@H](CC(C1)(F)F)C1=CC=C(C(=O)OC)C=C1)C1=C(C=CC=C1)O |o1:9| Methyl (R*)-4-(1-(3-amino-6-(2-hydroxyphenyl)pyridazin-4-yl)-5,5-difluoropiperidin-3-yl)benzoate